OCCS(=O)(=O)NC1=CC(=C(C(=O)NC2=NC(=NC(=C2)C)N2CC(C(C2)(F)F)(F)F)C=C1)N1CCC2(CC2)CC1 4-(2-hydroxyethylsulfonylamino)-N-(6-methyl-2-(3,3,4,4-tetrafluoropyrrolidin-1-yl)pyrimidin-4-yl)-2-(6-azaspiro[2.5]octan-6-yl)benzamide